1-Cyclopropyl-N-((S)-1-(4,4-difluorocyclohexyl)-2-oxo-2-((4-(((S)-2-oxo-4-(trifluoromethyl)imidazolidin-1-yl)methyl)pyridin-2-yl)amino)ethyl)-1H-pyrazole-5-carboxamide C1(CC1)N1N=CC=C1C(=O)N[C@H](C(NC1=NC=CC(=C1)CN1C(N[C@@H](C1)C(F)(F)F)=O)=O)C1CCC(CC1)(F)F